OCC1=NC=CC(=C1C=1CCN(CC1)C(=O)OC(C)(C)C)C tert-butyl 2-(hydroxymethyl)-4-methyl-3',6'-dihydro-[3,4'-bipyridine]-1'(2'H)-carboxylate